ClC1=NN=C(C2=CC=CC(=C12)C)C1=C(C=C(C=C1)C)OC 4-chloro-1-(2-methoxy-4-methylphenyl)-5-methylphthalazin